FC(C1=C(C=C(C(=C1)C1=C(C=CC=C1)OC(F)(F)F)C(F)(F)F)C=1C(C(C=CC1)N)(N)OC(F)(F)F)(F)F 2',5'-bis-trifluoromethyl-2,2''-bis-trifluoromethoxy-[1,1':4',1''-terphenyl]-diamine